5-fluoro-4-methoxy-6-(1,1,2-trifluoroethyl)pyrimidine FC=1C(=NC=NC1C(CF)(F)F)OC